C(C)(C)(C)OC(=O)N1CCC(CC1)C1CCNCC1 tert-butyl-4,4'-bipiperidine-1-carboxylate